3-(3-(methylamino)pyrrolidin-1-yl)benzene-1,2-diamine CNC1CN(CC1)C1=C(C(=CC=C1)N)N